2-[{6-[3-(5-Cyclohexylpentyl)phenyl]hexanoyl}(4-methoxybenzyl)amino]ethyl dihydrogen phosphate ammonium salt [NH4+].P(=O)(OCCN(CC1=CC=C(C=C1)OC)C(CCCCCC1=CC(=CC=C1)CCCCCC1CCCCC1)=O)(O)O